1-(pyridin-2-yl)-1H-imidazol-4-amine N1=C(C=CC=C1)N1C=NC(=C1)N